Iridium(III) trichloride hydrate O.[Ir](Cl)(Cl)Cl